6-Chloro-3-[(1R)-1-[2-(2-cyanoimidazo[1,2-a]pyridin-6-yl)-3,6-dimethyl-4-oxo-chromen-8-yl]ethoxy]pyridine-2-carboxamide ClC1=CC=C(C(=N1)C(=O)N)O[C@H](C)C=1C=C(C=C2C(C(=C(OC12)C=1C=CC=2N(C1)C=C(N2)C#N)C)=O)C